CN1C(CC(CC1(C)C)C(C1=CC(=C(C(=C1)C(C)(C)C)O)C(C)(C)C)(C(C(=O)[O-])(C(=O)[O-])CCCC)C1CC(N(C(C1)(C)C)C)(C)C)(C)C Bis(1,2,2,6,6-pentamethyl-4-piperidyl)-n-butyl-3,5-di-tert-butyl-4-hydroxy-benzylmalonat